1-isobutyl-N-((5-phenyl-1,3,4-thiadiazol-2-yl)methyl)-1H-1,2,3-triazole-4-carboxamide C(C(C)C)N1N=NC(=C1)C(=O)NCC=1SC(=NN1)C1=CC=CC=C1